COC=1C=C(C=CC1)C1=NN2C=NC=3C=C(C=CC3C2=N1)C 2-(3-methoxyphenyl)-8-methyl[1,2,4]triazolo[1,5-c]quinazolin